C1(CC1)C=1N=NN(C1)[C@H](C(=O)N1[C@@H](C[C@H](C1)O)C(=O)NC[C@@H]1O[C@H](CC1)C1=CC=CC=C1)C(C)(C)C (2S,4r)-1-[(2S)-2-(4-cyclopropyl-triazol-1-yl)-3,3-dimethyl-butyryl]-4-hydroxy-N-[[(2r,5r)-5-phenyltetrahydrofuran-2-yl]methyl]pyrrolidine-2-carboxamide